COC(=O)[C@]1(N[C@H]([C@]([C@@H]1C1=CC=C(C=C1)OCC)([N+](=O)[O-])C)C1=CC=C(C=C1)C(F)(F)F)C (2S,3R,4S,5S)-5-(4-trifluoromethylphenyl)-3-(4-ethoxyphenyl)-2,4-dimethyl-4-nitropyrrolidine-2-carboxylic acid methyl ester